2-(4-bromophenyl)-4,6-diphenyl-1,3,5-Triazine BrC1=CC=C(C=C1)C1=NC(=NC(=N1)C1=CC=CC=C1)C1=CC=CC=C1